cis-2-methoxyethyl 4-((3-(2-cyanoethyl)cyclohexyl)amino)-1H-pyrrolo[2,3-b]pyridine-5-carboxylate C(#N)CC[C@H]1C[C@H](CCC1)NC1=C2C(=NC=C1C(=O)OCCOC)NC=C2